3,6-Dimethyl-2-(3-pyridyl)-8-[(1R)-1-[[2-(3-pyridyl)-3-pyridyl]-amino]ethyl]chromen-4-one CC1=C(OC2=C(C=C(C=C2C1=O)C)[C@@H](C)NC=1C(=NC=CC1)C=1C=NC=CC1)C=1C=NC=CC1